(isoquinolin-8-yl)propanoate C1=NC=CC2=CC=CC(=C12)OC(CC)=O